(R)-N-(3-(2-methoxy-3-(1-((3-methoxytetrahydrofuran-3-yl)methyl)-1H-pyrazol-4-yl)phenyl)-1-methyl-1H-pyrazolo[3,4-c]pyridin-5-yl)cyclopropanecarboxamide COC1=C(C=CC=C1C=1C=NN(C1)C[C@]1(COCC1)OC)C1=NN(C2=CN=C(C=C21)NC(=O)C2CC2)C